[Al].F.[Mg] magnesium hydrofluoric acid aluminum